1-((4-(3-chloro-4-cyanophenoxy)cyclohexyl)carbamoyl)cyclopropane-1-carboxylic acid ClC=1C=C(OC2CCC(CC2)NC(=O)C2(CC2)C(=O)O)C=CC1C#N